methyl (S)-2-benzyl-7-methyl-3-(6-azaspiro[3.4]octan-2-yl)-3,7,8,9-tetrahydro-6H-imidazo[4,5-f]quinoline-6-carboxylate C(C1=CC=CC=C1)C=1N(C=2C(=C3CC[C@@H](N(C3=CC2)C(=O)OC)C)N1)C1CC2(C1)CNCC2